FC1=C(C=C(C=C1)O)C=1NC(=C(N1)C)C 2-(2-fluoro-5-hydroxyphenyl)-4,5-dimethylimidazole